CC1=C(C=C(C=N1)NC(OC1=CC=CC=C1)=O)OC(F)(F)F phenyl (6-methyl-5-(trifluoromethoxy)pyridin-3-yl)carbamate